CCCCCCCCCCCCCCCC(=O)O[C@H](COC(=O)CCCCCCCCCCC/C=C\\C/C=C\\CCCCC)COP(=O)(O)OC1[C@@H]([C@H](C([C@H]([C@H]1O)O)O)O)O The molecule is a 1-phosphatidyl-1D-myo-inositol in which the phosphatidyl acyl groups at positions 1 and 2 are specified as (13Z,16Z)-docosadienoyl and hexadecanoyl respectively. It has a role as a human metabolite. It derives from a (13Z,16Z)-docosadienoic acid and a hexadecanoic acid.